4-(4-bromophenyl)oxane-4-carbonitrile BrC1=CC=C(C=C1)C1(CCOCC1)C#N